The molecule is an ammonium ion obtained by the protonation of all four amino groups of spermine. It has a role as a human metabolite and a fundamental metabolite. It is a conjugate acid of a spermine. C(CC[NH2+]CCC[NH3+])C[NH2+]CCC[NH3+]